FC1=C(C=CC(=N1)C(=O)NC)N1C2CN(C(C1)C2)CC=2C(=C1NC(C(=NC1=CC2)C)=O)F 6-fluoro-5-(5-((5-fluoro-2-methyl-3-oxo-3,4-dihydroquinoxalin-6-yl)methyl)-2,5-diazabicyclo[2.2.1]heptan-2-yl)-N-methylpicolinamide